(P)-3-chloro-4-((6-fluoropyridin-2-yl)methoxy)-2'-(2-(2-hydroxypropan-2-yl)-5-methylpyrimidin-4-yl)-5',6-dimethyl-2H-[1,4'-bipyridin]-2-one ClC=1C(N(C(=CC1OCC1=NC(=CC=C1)F)C)C1=CC(=NC=C1C)C1=NC(=NC=C1C)C(C)(C)O)=O